FC(C1CN(CCO1)C=1C=CC2=C(N=C(O2)C2=C3C=C(N=CC3=C(N=C2)NC)NC(=O)C2CC2)C1)F N-[5-[5-[2-(difluoromethyl)morpholin-4-yl]-1,3-benzoxazol-2-yl]-8-(methylamino)-2,7-naphthyridin-3-yl]cyclopropanecarboxamide